(1S,3S,5S)-5-methyl-2-((4-phenoxybenzoyl)glycyl)-2-azabicyclo[3.1.0]hexane-3-carboxamide C[C@@]12C[C@H](N([C@H]2C1)C(CNC(C1=CC=C(C=C1)OC1=CC=CC=C1)=O)=O)C(=O)N